C(N)(O[C@H]1[C@H](CC2=C(C=CC=C12)Cl)OC(N)=O)=O (1R,2S)-4-chloro-2,3-dihydro-1H-inden-1,2-diyl dicarbamate